(2S,4R)-1-(L-valyl)-N-((R)-1-(2'-fluoro-[1,1'-biphenyl]-4-yl)-2-hydroxyethyl)-4-hydroxypyrrolidine-2-carboxamide N[C@@H](C(C)C)C(=O)N1[C@@H](C[C@H](C1)O)C(=O)N[C@@H](CO)C1=CC=C(C=C1)C1=C(C=CC=C1)F